ceric oxide carbon [C+4].[O-2].[Ce+4].[O-2].[O-2].[O-2]